6-(1-(1-(azetidine-3-carbonyl)piperidin-4-yl)-1H-imidazol-4-yl)-methoxypyrazolo[1,5-a]pyridine-3-carbonitrile N1CC(C1)C(=O)N1CCC(CC1)N1C=NC(=C1)C=1C=CC=2N(C1)N=C(C2C#N)OC